2-ethylbis(2-ethylcyclopentadien-1-yl)silane CC[SiH](C1=C(C=CC1)CC)C1=C(C=CC1)CC